Magnesium Sulphat S(=O)(=O)([O-])[O-].[Mg+2]